C(C1=CC=CC=C1)NC1=C2C3=C(C=NC2=CC=C1)SC1=C(C3=O)C=CC=C1OC (benzylamino)-8-methoxy-12H-benzothiopyrano[2,3-c]Quinolin-12-one